C(#N)C1(CCN(CC1)C(=O)NC=1SC(=C(N1)C1=CC(=CC=C1)C#N)C1=CC(=NC(=C1)C)CO)C#N 4,4-dicyano-N-[4-(3-cyanophenyl)-5-[2-(hydroxymethyl)-6-methyl-4-pyridinyl]thiazol-2-yl]piperidine-1-carboxamide